isoquinolinE-13C [13CH]1=NC=CC2=CC=CC=C12